tert-butyl (S)-2-(6-chloro-1,3-dihydroisobenzofuran-4-yl)pyrrolidine-1-carboxylate ClC1=CC(=C2COCC2=C1)[C@H]1N(CCC1)C(=O)OC(C)(C)C